(2S,4r)-N-[1-(3-cyanophenyl)-1-methyl-ethyl]-1-[(2S)-2-(4-cyclopropyltriazol-1-yl)-3,3-dimethyl-butyryl]-4-hydroxy-pyrrolidine-2-carboxamide C(#N)C=1C=C(C=CC1)C(C)(C)NC(=O)[C@H]1N(C[C@@H](C1)O)C([C@H](C(C)(C)C)N1N=NC(=C1)C1CC1)=O